BrC=1C=C2C(=NC1)C=NN2CC(=O)O 2-(6-bromo-1H-pyrazolo[4,3-b]pyridin-1-yl)acetic acid